(4-acrylamido-2-(1-methyl-1H-imidazol-4-yl)phenyl)(4-(trifluoromethyl)benzyl)carbamic acid tert-butyl ester C(C)(C)(C)OC(N(CC1=CC=C(C=C1)C(F)(F)F)C1=C(C=C(C=C1)NC(C=C)=O)C=1N=CN(C1)C)=O